IC1=CN(C2=C1C=[N+](C=C2)[O-])S(=O)(=O)C2=CC=C(C)C=C2 3-iodo-1-tosyl-1H-pyrrolo[3,2-c]pyridine 5-oxide